C1(CC1)C=1N=CC=2C3=C(C=C(C2C1)S(=O)(=O)NCC(C)(C)F)[C@@H](CC3)N3C(=NC=C3)NCC3CC3 |o1:22| (7R*)-3-cyclopropyl-7-[2-(cyclopropylmethylamino)imidazol-1-yl]-N-(2-fluoro-2-methylpropyl)-8,9-dihydro-7H-cyclopenta[h]isoquinoline-5-sulfonamide